N-(3-((5-(4-(aminomethyl)-4-methylpiperidin-1-yl)pyrazin-2-yl)thio)-2-chlorophenyl)-5-(3-chlorophenyl)-4-hydroxy-1-methyl-2-carbonyl-1,2-dihydropyridine-3-carboxamide NCC1(CCN(CC1)C=1N=CC(=NC1)SC=1C(=C(C=CC1)NC(=O)C=1C(N(C=C(C1O)C1=CC(=CC=C1)Cl)C)=C=O)Cl)C